(6R)-6-({7-chloro-2-[1-(prop-2-yl)-1H-pyrazol-4-yl][1,2,4]triazolo[1,5-c]quinazolin-5-yl}amino)-1,4-diazepan-5-one ClC1=CC=CC=2C=3N(C(=NC12)N[C@H]1C(NCCNC1)=O)N=C(N3)C=3C=NN(C3)C(C)C